BrC=1C=C2C(C(NC2=CC1)=O)=NN=C1SCC(N1C1=CC(=CC=C1)C(C)C)=O 5-bromo-3-(2-(3-(3-isopropylphenyl)-4-oxothiazolidine-2-ylidene)hydrazono)indol-2-one